FC(=CCCCCC[C@H]1CCC[C@@H]1CCCCCCCC)O fluoroprostenol